1,4-dihydroxyphenylalanine OC1(C[C@H](N)C(=O)O)CC=C(C=C1)O